FC(C1=NN(C(=C1)C(F)(F)F)C1=CC=C(CN2C(C3C(C=4C2=NC(=NC4)C=4C(=NC=NC4OC)C4CC4)C3)=O)C=C1)(F)F (±)-5-(4-(3,5-bis(trifluoromethyl)-1H-pyrazol-1-yl)benzyl)-3-(4-cyclopropyl-6-methoxypyrimidin-5-yl)-5,6a,7,7a-tetrahydro-6H-cyclopropa[4,5]pyrido[2,3-d]pyrimidin-6-one